Cl.CN1N=C(C2=CC=C(C=C12)N1CCNCC1)N1C(NC(CC1)=O)=O 1-(1-methyl-6-piperazin-1-yl-indazol-3-yl)hexahydropyrimidine-2,4-dione, hydrochloride